1-((S)-1-(2-((S)-1-Amino-4,4,4-trifluoro-3,3-dimethylbutyl)imidazo[1,2-b]pyridazin-7-yl)-2-methoxyethyl)-5,5-difluorotetrahydropyrimidin-2(1H)-one N[C@@H](CC(C(F)(F)F)(C)C)C=1N=C2N(N=CC(=C2)[C@@H](COC)N2C(NCC(C2)(F)F)=O)C1